ammonia hydroxide [OH-].N